CC1=NC2=C(NC(=O)NC2=O)N(C1=O)C[C@@H]([C@@H]([C@@H](CO)O)O)O The molecule is the pteridine that is lumazine substituted with a methyl group at C-6, a hydroxy group at C-7 and a 1-D-ribityl group at N-8. It has a role as an EC 2.5.1.9 (riboflavin synthase) inhibitor. It derives from a lumazine and a ribitol.